[Hg].[Cu] copper-mercury